C(C)(C)(C)OC(=O)N1[C@@H]2[C@H](C[C@H](C1=O)C2)C2=CC=C(C=C2)Br (1S,4S,6R)-6-(4-bromophenyl)-3-oxo-2-azabicyclo[2.2.1]Heptane-2-carboxylic acid tert-butyl ester